(6S)-3-(1,1-dioxo-1,2,5-thiadiazolidin-2-yl)-6-methyl-6,7-dihydro-4H-pyrazolo[1,5-a]pyrazine-5-carboxylic acid tert-butyl ester C(C)(C)(C)OC(=O)N1CC=2N(C[C@@H]1C)N=CC2N2S(NCC2)(=O)=O